2-[2-(1,1-difluoroethyl)-4-methylpyrimidin-5-yl]sulfonyl-6-[(1S)-1-(oxan-4-yl)ethyl]-2,6-diazaspiro[3.3]heptane FC(C)(F)C1=NC=C(C(=N1)C)S(=O)(=O)N1CC2(C1)CN(C2)[C@@H](C)C2CCOCC2